C(C1=CC=CC=C1)(=O)OC1=CC=C(C=C1)C para-cresyl benzoate